C(=C)C1=CC=C(C=C1)CCCO 3-(4-vinylphenyl)propanol